FC1=C(C(=CC=C1)F)C=1N=NC(=CC1)C (2,6-difluorophenyl)-6-methylpyridazin